(R)-6-(5-Methylpyridin-2-yl)-N-(1-(2-(trifluoromethyl)pyrimidin-5-yl)ethyl)chinolin-4-amin CC=1C=CC(=NC1)C=1C=C2C(=CC=NC2=CC1)N[C@H](C)C=1C=NC(=NC1)C(F)(F)F